methyl (2-(1'-(4-amino-4-oxobutanoyl)-5'-fluoro-3-isopropyl-1H,1'H-[4,6'-biindazol]-1-yl)acetyl)glycylglycinate NC(CCC(=O)N1N=CC2=CC(=C(C=C12)C=1C=2C(=NN(C2C=CC1)CC(=O)NCC(=O)NCC(=O)OC)C(C)C)F)=O